C1=CC=C(C(=C1)N)OC2=CC=C(C=C2)C3=CC=C(C=C3)OC4=CC=CC=C4N bis(aminophenoxy)biphenyl